NC=1C2=C(N=CN1)N(C=C2C(=O)NC2=CC=C(C=C2)COC)C(C)(C)C2CC2 4-amino-7-(2-cyclopropylpropan-2-yl)-N-(4-(methoxymethyl)phenyl)-7H-pyrrolo[2,3-d]pyrimidine-5-carboxamide